C(=C)OCC=C vinyl(allyl) ether